Ethyl (1R,4Z,8S,9s)-bicyclo[6.1.0]Non-4-Ene-9-carboxylate [C@H]12CC\C=C/CC[C@@H]2C1C(=O)OCC